[1,2,4]triazolo-[1,5-c]pyrimidin-5-amine N=1C=NN2C(=NC=CC21)N